NC=1C=2N(C3=CC(=C(C=C3N1)F)C(=O)N1[C@@H]3[C@H](CCC1([2H])[2H])OC1=C3C=CC(=C1)C(F)(F)F)C=NC2 (4-amino-7-fluoroimidazo[1,5-a]quinoxalin-8-yl)((4aS,9bS)-7-(trifluoromethyl)-3,4,4a,9b-tetrahydrobenzofuro[3,2-b]pyridin-1(2H)-yl-2,2-d2)methanone